CNC(=O)C1CNCCO1 N-methylmorpholine-2-carboxamide